CS(=O)(=NCC1=CC=C(C=C1)C1=NOC(=N1)C(F)(F)F)C1=CC=C(C=C1)OC(F)(F)F methyl(4-(trifluoromethoxy)phenyl)((4-(5-(trifluoromethyl)-1,2,4-oxadiazol-3-yl)benzyl)imino)-λ6-sulfanone